CC=1OC(=C(N1)C1=CC=CC=C1)C1=CC=NC=C1 2-methyl-4-phenyl-5-pyridin-4-yl-1,3-oxazole